glycyl-glutamic acid NCC(=O)N[C@@H](CCC(=O)O)C(=O)O